C=1N=CN2C1C1=CC=CC=C1[C@@H]2[C@@H]2[C@@H](CC2)O (1R,2R)-2-((S)-5H-imidazo[5,1-a]isoindol-5-yl)cyclobutan-1-ol